C12(CC3CC(CC(C1)C3)C2)C=2C=C(C=CC2OCCCCCCCC(NO)=O)C2=CC=CC=C2 3'-Adamantan-1-yl-4'-(7-hydroxycarbamoyl-heptyloxy)-biphenyl